2-(7,7-difluoro-3-azabicyclo[4.1.0]heptane-3-yl)-N-(7-(4,4-difluoropiperidin-1-yl)-2,3-dihydrobenzofuran-5-yl)-4-(ethylsulfonamido)benzamide FC1(C2CCN(CC12)C1=C(C(=O)NC=2C=C(C3=C(CCO3)C2)N2CCC(CC2)(F)F)C=CC(=C1)NS(=O)(=O)CC)F